(S)-N-hydroxy-3-phenyl-4-((R)-tetrahydrofuran-3-carbonyl)-2,3,4,5-tetrahydrobenzo[f][1,4]oxazepine-8-carboxamide ONC(=O)C1=CC2=C(CN([C@H](CO2)C2=CC=CC=C2)C(=O)[C@H]2COCC2)C=C1